NC1=NC(=NC=C1CN(C=O)C(C)=C(CCOP(=O)(O)O)\S=C(\C(CC)CC)/[O-])C (Z)-S-(2-(N-((4-amino-2-methylpyrimidin-5-yl)methyl)formamido)-5-(phosphonooxy)pent-2-en-3-yl)2-ethylbutanethioate